1-(methoxymethyl)-6-azabicyclo[3.1.1]heptane COCC12CCCC(N1)C2